5'-thioadenosine [C@@H]1([C@H](O)[C@H](O)[C@@H](CS)O1)N1C=NC=2C(N)=NC=NC12